ClC1=CC2=C(N(C(=N2)NC(C)C)[C@@H]2[C@@H](O)[C@@H](O)[C@@H](O2)CO)C=C1Cl 5,6-dichloro-2-(isopropylamino)-1-(β-L-ribofuranosyl)-1H-benzimidazole